CC(CC(=O)O)CCC1=CC=CC=C1 3-methyl-5-phenylpentanoic acid